Cl.CN(CCC(=O)O)C 3-(dimethylamino)propanoic acid hydrochloride salt